FC1(CC(C1)(C)CC(=O)NC1=C(C=C(C=C1C)N1CC2=C(C=CC1)C=C(C=C2)F)C)F 2-(3,3-Difluoro-1-methylcyclobutyl)-N-(4-(7-fluoro-1,3-dihydro-2H-benzo[c]azepin-2-yl)-2,6-Dimethylphenyl)acetamide